α-Bromostyrol BrC=CC1=CC=CC=C1